2-Methyl-3-tetrahydro-furanthiol CC1OCCC1S